(R)-1-(6-(N-(6-(2-chloro-5-methoxyphenyl)-5-(trifluoromethyl)pyridin-2-yl)sulfamoyl)pyridin-2-yl)piperidine-3-carboxylic acid ClC1=C(C=C(C=C1)OC)C1=C(C=CC(=N1)NS(=O)(=O)C1=CC=CC(=N1)N1C[C@@H](CCC1)C(=O)O)C(F)(F)F